ClC1=C(C2=C(NC(C(=C2[O-])C2=CC=CC=C2)=O)S1)C=1C(=C2CCCCC2=CC1)O.[K+] potassium 2-chloro-3-(5-hydroxytetralin-6-yl)-6-oxo-5-phenyl-7H-thieno[2,3-b]pyridine-4-olate